2-fluoro-5-(3-(trifluoromethyl)phenoxy)aniline FC1=C(N)C=C(C=C1)OC1=CC(=CC=C1)C(F)(F)F